2-Ethoxypropan C(C)OC(C)C